FC1CN(C1)CCN1C(NC2=NC=C(C=C21)C2=CC(=CC=C2)C(F)(F)F)=O 1-[2-(3-fluoroazetidin-1-yl)ethyl]-6-[3-(trifluoromethyl)phenyl]-3H-imidazo[4,5-b]pyridin-2-one